OC1=C(C(N(C=C1)C)=O)NC(N[C@@H](CC(=O)OCC)C1=CC(=CC=C1)C=1SC=CC1)=O Ethyl (S)-3-(3-(4-Hydroxy-1-methyl-2-oxo-1,2-dihydropyridin-3-yl)ureido)-3-(3-(thiophen-2-yl)phenyl)propanoat